FC(C(C)=O)(F)F trifluoroacetone